Ethyl 5-amino-3-chloro-2-[6-(trifluoromethyl) pyridin-3-yl]benzoate NC=1C=C(C(=C(C(=O)OCC)C1)C=1C=NC(=CC1)C(F)(F)F)Cl